NC1=C2C(=NC=N1)N(N=C2C2=CC=C(C=C2)NC(=O)C=2C(N(N=C(C2)C(C)C)C2=NC=C(C=C2)Cl)=O)CC(C)C N-(4-(4-Amino-1-isobutyl-1H-pyrazolo[3,4-d]pyrimidin-3-yl)phenyl)-2-(5-chloropyridine-2-yl)-6-isopropyl-3-oxo-2,3-dihydropyridazine-4-carboxamide